N-(2,2-difluorocyclohexyl)-6-(1-ethoxyvinyl)-2-(4-methylthiazol-2-yl)pyrimidin-4-amine FC1(C(CCCC1)NC1=NC(=NC(=C1)C(=C)OCC)C=1SC=C(N1)C)F